N1=CC=C(C=C1)C=CC1=CC=C(C=C1)C=CC1=CC=NC=C1 1,4-bis[2-(4-pyridyl)ethenyl]Benzene